(2R,3S,5R)-5-(6-Amino-2-fluoro-9H-purin-9-yl)-2-((((S)-(((S)-1-(decyloxy)-1-oxo-3-phenylpropan-2-yl)amino)(phenoxy)phosphoryl)oxy)methyl)-2-ethynyltetrahydrofuran-3-yl icosanoate C(CCCCCCCCCCCCCCCCCCC)(=O)O[C@@H]1[C@@](O[C@H](C1)N1C2=NC(=NC(=C2N=C1)N)F)(C#C)CO[P@](=O)(OC1=CC=CC=C1)N[C@H](C(=O)OCCCCCCCCCC)CC1=CC=CC=C1